C(C)(CC)OC1=C(C(=C(C(=O)O)C(=C1)\C=C\C1=CC=C(C=C1)C(F)(F)F)O)CC=C(C)C (E)-4-(sec-butoxy)-2-hydroxy-3-(3-methylbut-2-en-1-yl)-6-(4-(trifluoromethyl)styryl)benzoic acid